FC1=CC=C(C=C1)N1C=2N=C3N(C(C2N=C1)=O)CCCCC3 3-(4-fluorophenyl)-3,5,6,7,8,9-hexahydro-11H-azepino[1,2-a]purin-11-one